2,7-dichloro-8-fluoro-N,N-dimethylpyrido[4,3-d]pyrimidin-4-amine ClC=1N=C(C2=C(N1)C(=C(N=C2)Cl)F)N(C)C